ClC1=CN=CC(=N1)C#N 6-chloropyrazine-2-carbonitrile